tert-Butyl N-(2-{[tert-butyl(diphenyl)silyl]oxy}ethyl)glycinate [Si](C1=CC=CC=C1)(C1=CC=CC=C1)(C(C)(C)C)OCCNCC(=O)OC(C)(C)C